C(C)N1C=NC2=C1N=NC=C2C=2C=CC(=C(C2)C2=CC1=C(C(N(CCO1)C)=O)C=C2OC)F 8-(5-(7-Ethyl-7H-imidazo[4,5-c]pyridazin-4-yl)-2-fluorophenyl)-7-methoxy-4-methyl-3,4-dihydrobenzo[f][1,4]oxazepin-5(2H)-one